C1(CC1)CN1CC(C1)NC(=O)C=1N=C2N(C=C(C=C2F)C=2C=C(C=3N(N2)C=C(N3)C)C)C1 N-[1-(cyclopropylmethyl)azetidin-3-yl]-6-(2,8-dimethylimidazo[1,2-b]pyridazin-6-yl)-8-fluoro-imidazo[1,2-a]pyridine-2-carboxamide